CN1C(=NN=C1)C1CCN(CC1)C1=C(C#N)C=CC=C1C=1C=NC(=CC1)C(F)(F)F 2-[4-(4-methyl-4H-1,2,4-triazol-3-yl)piperidin-1-yl]-3-[6-(trifluoromethyl)pyridin-3-yl]benzonitrile